hydroxyphenylbenzotriazole C1=CC=C(C=C1)C2=C(C=CC3=NNN=C32)O